COCC(C(=O)NC1(CCN(CC1)C=1N=CC2=C(N1)C(=NC=N2)NC2=CC(=C(C=C2)OC2=CC1=C(N(N=N1)C)C=C2)C)C)=C 2-(methoxy-methyl)-N-(4-methyl-1-(8-((3-methyl-4-((1-methyl-1H-benzo[d][1,2,3]triazol-5-yl)oxy)phenyl)amino)pyrimido[5,4-d]pyrimidin-2-yl)piperidin-4-yl)acrylamide